2-amino-5-[2-(2-carbamoyl-2-methylideneethyl)-3-oxo-1H,2H,3H-benzo[e]isoindol-8-yl]-3-methoxy-N,N-dimethylbenzamide NC1=C(C(=O)N(C)C)C=C(C=C1OC)C=1C=CC2=C(C=3CN(C(C3C=C2)=O)CC(=C)C(N)=O)C1